C[C@@]1([C@@H](C1)C(F)(F)F)C(=O)OC1=CC=C(C=C1)[N+](=O)[O-] |o1:1,2| 4-nitrophenyl (1R*,2R*)-1-methyl-2-(trifluoromethyl)cyclopropane-1-carboxylate